ClC=1C=C2C(=C(N1)C1=CC=C(C=C1)F)OC[C@]2(C(F)(F)F)N[S@](=O)C(C)(C)C (R)-N-((R)-5-chloro-7-(4-fluorophenyl)-3-(trifluoromethyl)-2,3-dihydrofuro[2,3-c]pyridin-3-yl)-2-methylpropane-2-sulfinamide